methyl 3-(4-chloro-3-fluorobenzyl)-3-methyl-2,3-dihydro-1H-pyrrolo[2,3-b]pyridine-6-carboxylate ClC1=C(C=C(CC2(CNC3=NC(=CC=C32)C(=O)OC)C)C=C1)F